[Cl-].[Cl-].C[SiH](C)[Zr+2](C1C=C(C2=CC=3CCCC3C=C12)C(C)C)C1C=CC2=CC=CC=C12 Dimethylsilyl-(indenyl)(3-isopropyl-1,5,6,7-tetrahydro-s-indacenyl)zirconium dichloride